(1-{[3-(1H-imidazol-4-yl)-2-[3-(trifluoromethyl)-1H-1,2,4-triazol-5-yl]imidazo[1,2-a]pyrimidin-7-yl]methyl}azetidin-3-yl)methanol N1C=NC(=C1)C1=C(N=C2N1C=CC(=N2)CN2CC(C2)CO)C2=NC(=NN2)C(F)(F)F